1-butyl-3,5-dimethylpyridine Bromide [Br-].C(CCC)N1CC(=CC(=C1)C)C